N-isobutyl-galactosamine C(C(C)C)N[C@H]1C(O)O[C@@H]([C@@H]([C@@H]1O)O)CO